6-Methoxyhexahydro-4,7-methanoindan COC1CC2C3CCCC3C1C2